COC=1C=C(C#N)C=CC1CCN[C@H](C1=CC=CC=C1)[C@@H]1CNC2=C(O1)N=CC(=C2)C=2C=NN(C2)C 3-methoxy-4-(2-(((R)-((S)-7-(1-methyl-1H-pyrazol-4-yl)-2,3-dihydro-1H-pyrido[2,3-b][1,4]oxazin-3-yl)(phenyl)methyl)amino)ethyl)benzonitrile